[S-]C1=NC=CC=C1 2-sulfidopyridine